(S)-3-methyl-1,4-diazacycloheptane-1-carboxylic acid tert-butyl ester C(C)(C)(C)OC(=O)N1C[C@@H](NCCC1)C